N-(2-(1H-imidazol-4-yl)ethyl)-6-(5-cyano-1H-pyrazolo[3,4-b]pyridin-1-yl)-4-(isopropylamino)nicotinamide N1C=NC(=C1)CCNC(C1=CN=C(C=C1NC(C)C)N1N=CC=2C1=NC=C(C2)C#N)=O